ClC=1C=C(C=NC1CS(=O)(=O)C)NC=1N=CC2=C(N1)CN(CC2)C2=C(C1=C(OCCN1C(=O)OC(C)(C)C)N=C2)C tert-butyl 7-(2-{[5-chloro-6-(methanesulfonylmethyl) pyridin-3-yl]amino}-5H,6H,7H,8H-pyrido[3,4-d]pyrimidin-7-yl)-8-methyl-1H,2H,3H-pyrido[2,3-b][1,4]oxazine-1-carboxylate